4-(3-(4-fluorophenyl)-1-(3-((triisopropylsilyl)oxy)propyl)-1H-pyrazol-4-yl)-6-phenyl-7H-pyrrolo[2,3-d]pyrimidine FC1=CC=C(C=C1)C1=NN(C=C1C=1C2=C(N=CN1)NC(=C2)C2=CC=CC=C2)CCCO[Si](C(C)C)(C(C)C)C(C)C